N-(5-cyano-4-((4-methoxytetrahydrothiophene-3-yl)amino)pyridin-2-yl)-7-formyl-6-((4-methyl-2-oxopiperazin-1-yl)methyl)-3,4-dihydro-1,8-naphthyridine-1(2H)-carboxamide C(#N)C=1C(=CC(=NC1)NC(=O)N1CCCC2=CC(=C(N=C12)C=O)CN1C(CN(CC1)C)=O)NC1CSCC1OC